FC1=CC(=CC2=C1C(OC2O)=O)CNC(OC(C)(C)C)=O tert-butyl N-[(7-fluoro-3-hydroxy-1-oxo-1,3-dihydro-2-benzofuran-5-yl)methyl]carbamate